O1[C@H](COCC1)CNC1=C(C=C(C=C1)S(=O)(=O)N)[N+](=O)[O-] (S)-4-((1,4-dioxane-2-yl)methylamino)-3-nitrobenzenesulfonamide